2-chloro-5-((2-chloro-4-methylthiophen-3-ylamino)methyl)-N-(5-methoxypyridin-2-yl)pyrimidin-4-amine ClC1=NC=C(C(=N1)NC1=NC=C(C=C1)OC)CNC1=C(SC=C1C)Cl